NC1=C(C=CC=C1)C(C(=O)O)=C 2-aminophenylpropenoic acid